ClC(C1=NC(=NC(=N1)C(Cl)(Cl)Cl)C=CC1=C(C=C(C=C1)N(CC)CC)C)(Cl)Cl 2,4-bis(trichloromethyl)-6-[2-(4-diethylamino-2-methylphenyl)ethenyl]-1,3,5-triazine